ClC1=C(C(=O)NC=2C(=NNC2)C(=O)NC2CCN(CC2)CCCCCCCC#C)C(=CC=C1)Cl 4-(2,6-dichlorobenzamido)-N-(1-(non-8-yn-1-yl)piperidin-4-yl)-1H-pyrazole-3-carboxamide